C(C)C1=C(N)C(=CC=C1)C 2-ethyl-6-methyl-Aniline